NC1=CC=CC(=N1)S(=O)(=O)NC(=O)C=1C(=NC=C(C1)C1=CC=C(C=C1)C(C)(C)C)N1C(CC(C1)C)(C)C N-[(6-Amino-2-pyridyl)sulfonyl]-5-(4-tert-butylphenyl)-2-(2,2,4-trimethylpyrrolidin-1-yl)pyridin-3-carboxamid